1,1'-(decane-1,10-diyl)bis(1H-pyrrole-2,5-dione) C(CCCCCCCCCN1C(C=CC1=O)=O)N1C(C=CC1=O)=O